CN(CCCC(=O)N1CC2=C(CC1)C(=C(S2)NC(CCCCCCC\C=C/C\C=C/CCCCC)=O)C(=O)N(CCCCCCCCCCCCCCCCCC)C(CCCCCCC\C=C/C\C=C/CCCCC)=O)C 6-(4-(dimethylamino)butanoyl)-2-((9Z,12Z)-octadeca-9,12-dienamido)-N-((9Z,12Z)-octadeca-9,12-dienoyl)-N-octadecyl-4,5,6,7-tetrahydrothieno[2,3-c]pyridine-3-carboxamide